3-(((2-((2-chloro-3-(3-chloro-2-(3-methoxy-4-((((5-oxopyrrolidin-2-yl)methyl)amino)methyl)phenyl)pyridin-4-yl)phenyl)amino)-3-fluoropyridin-4-yl)methyl)amino)propanoic acid ClC1=C(C=CC=C1C1=C(C(=NC=C1)C1=CC(=C(C=C1)CNCC1NC(CC1)=O)OC)Cl)NC1=NC=CC(=C1F)CNCCC(=O)O